CN(C(OC(C)(C)C)=O)C(CC=1OC(=NN1)C1=C(C=CC=C1)NC1=CC=C(C=C1)C(F)(F)F)C tert-butyl methyl(1-(5-(2-((4-(trifluoromethyl)phenyl)amino)phenyl)-1,3,4-oxadiazol-2-yl)propan-2-yl)carbamate